N([C@@](CS)(C(=O)O)[2H])([2H])[2H] cysteine-d3